2,6-dimethyl-3-((6-(trifluoromethyl)pyridin-3-yl)methyl)-5,6,7,8-tetrahydropyrido[4,3-d]pyrimidin-4(3h)-one CC=1N(C(C2=C(N1)CCN(C2)C)=O)CC=2C=NC(=CC2)C(F)(F)F